The molecule is a flavonolignan isolated from the stems of Sinocalamus affinis. It has a role as a plant metabolite. It is a flavonolignan, a dimethoxybenzene, a polyphenol, a secondary alcohol and a primary alcohol. COC1=CC(=CC(=C1O[C@@H](CO)[C@@H](C2=CC=C(C=C2)O)O)OC)C3=CC(=O)C4=C(C=C(C=C4O3)O)O